ClC1=C(C=CC(=C1)N[C@@H]1C[C@@H](N(C2=CC=CC=C12)C(CC)=O)C)NC(CNC(=O)NC1=CC=C(C=C1)OCCN1[C@@H](C(N(CC1)C)=O)C)=O |o1:8,10| N-(2-chloro-4-(((2S*,4R*)-2-methyl-1-propionyl-1,2,3,4-tetrahydroquinolin-4-yl)amino)phenyl)-2-(3-(4-(2-((R)-2,4-dimethyl-3-oxopiperazin-1-yl)ethoxy)phenyl)ureido)acetamide